(2-((2-((4-(4-(4-ethylpiperazin-1-yl)piperidin-1-yl)-3-fluorophenyl)amino)-7H-pyrrolo[2,3-d]pyrimidin-4-yl)amino)phenyl)methanesulfonamide C(C)N1CCN(CC1)C1CCN(CC1)C1=C(C=C(C=C1)NC=1N=C(C2=C(N1)NC=C2)NC2=C(C=CC=C2)CS(=O)(=O)N)F